FC=1C=C(N2N=C(N=CC21)SC)B(O)O 5-fluoro-2-(methylsulfanyl)pyrrolo[2,1-f][1,2,4]triazin-7-ylboronic acid